BrC1=CC(N(N=C1O)CC1=CC=C(C=C1)OC)=O 5-bromo-6-hydroxy-2-(4-methoxybenzyl)pyridazin-3(2H)-one